NC1=C(C(=C(C=C1C)C1=CC(=CC(=C1)C)O)N)O diamino-3,3'-dihydroxy-5,5'-dimethylbiphenyl